FC(C1=CC=C2C=CC(=CC2=C1)C(=O)OC1=C(C(=C(C(=C1F)F)F)F)F)(P(=O)(OCOC(=O)OC(C)C)O)F perfluorophenyl 7-(difluoro(hydroxy(((isopropoxycarbonyl)oxy)methoxy)phosphoryl)methyl)-2-naphthoate